(N-methylamino)ethanol CNC(C)O